2-vinyl-5,8-dioxaspiro[3.4]octane C(=C)C1CC2(C1)OCCO2